NCCC[Si](OC)(OC)OC γ-aminopropyltrimeth-oxysilane